2-chloro-3-piperazin-1-yl-quinoxaline ClC1=NC2=CC=CC=C2N=C1N1CCNCC1